C(C)(C)(C)OC(=O)N1[C@H](CN([C@@H](C1)C)C=1C2=C(N=CN1)NC=C2C(F)(F)F)C.C2(CC2)CN2C(NC1=NC(=NC=C21)NC(C)=O)=O N-(7-(cyclopropylmethyl)-8-oxo-8,9-dihydro-7H-purin-2-yl)acetamide tert-butyl-(2S,5R)-2,5-dimethyl-4-(5-(trifluoromethyl)-7H-pyrrolo[2,3-d]pyrimidin-4-yl)piperazine-1-carboxylate